ClCOC(CCCCC(=O)OCCl)=O bis(chloromethyl)adipate